N1=C(N=C(N=C1NCCCCCC(=O)O)NCCCCCC(=O)O)NCCCCCC(=O)O 6,6',6''-(1,3,5-triazine-2,4,6-triyltriimino)-trihexanoic acid